(1r,3s,5s)-N-(4-(1,1-difluoro-2-hydroxyethyl)-4-hydroxycyclohexyl)-8-(5-(5-fluoro-2-methoxypyridin-4-yl)-1H-pyrazole-3-carbonyl)-8-azabicyclo[3.2.1]octane-3-carboxamide FC(CO)(F)C1(CCC(CC1)NC(=O)C1C[C@H]2CC[C@@H](C1)N2C(=O)C2=NNC(=C2)C2=CC(=NC=C2F)OC)O